13-bromo-20-fluoro-14-hydroxy-5-methoxy-10,16,16-trioxo-9-oxa-16λ6-thia-4,17-diazatetracyclo[16.3.1.111,15.02,7]tricosa-1(22),2(7),3,5,11,13,15(23),18,20-nonaene-19-carbonitrile BrC=1C=C2C(OCC=3C=C(N=CC3C=3C=C(C(=C(NS(C(C1O)=C2)(=O)=O)C3)C#N)F)OC)=O